C(C1=CC=CC=C1)N1CCN(CC1)C1=C(C=CC=C1)C(C)S(=O)(=O)C1=CC=C(C=C1)S(=O)(=O)N(C)C 4-((1-(2-(4-benzylpiperazin-1-yl)phenyl)ethyl)sulfonyl)-N,N-dimethylbenzenesulfonamide